2'-(dibenzo[b,d]thiophen-3-yl)-[1,1'-biphenyl] C1=CC(=CC=2SC3=C(C21)C=CC=C3)C3=C(C=CC=C3)C3=CC=CC=C3